(S)-N-(4-methyl-3-(2-(1-methyl-1H-1,2,3-triazol-4-yl)-6-morpholinopyridin-4-yl)phenyl)-3-(2,2,2-trifluoroethyl)pyrrolidine-1-carboxamide CC1=C(C=C(C=C1)NC(=O)N1C[C@@H](CC1)CC(F)(F)F)C1=CC(=NC(=C1)N1CCOCC1)C=1N=NN(C1)C